6-(3-fluorophenyl)benzo[d]oxazole-2-thiol FC=1C=C(C=CC1)C1=CC2=C(N=C(O2)S)C=C1